ClC1=CC2=C(C=N1)C(=CN2C2=NC(=CC(=C2)COC)C2(COCC2)OC)C 6-Chloro-1-[4-(methoxymethyl)-6-(3-methoxytetrahydrofuran-3-yl)-2-pyridinyl]-3-methyl-pyrrolo[3,2-c]pyridine